C(C=C)N1[C@@H](CCC1)CO [(2S)-1-allylpyrrolidin-2-yl]methanol